S1C(=NC2=C1C=CC=C2)C2=C(N)C=CC(=C2)C 2-(1,3-benzothiazol-2-yl)-4-methylaniline